O(S(=O)(=O)C(F)(F)F)C1=C(C=CC(=C1)N(CC)CC)C=O 5-(diethylamino)-2-formylphenyl triflate